CC(CCC)CCCC(CCCCC(CCCC(CCC)C)C)C 4,8,13,17-tetramethyleicosane